(E)-(3-(2-([1,1'-biphenyl]-2-yl)vinyl)-1H-indazol-5-yl)(3-(dimethylamino)pyrrolidin-1-yl)methanone C1(=C(C=CC=C1)/C=C/C1=NNC2=CC=C(C=C12)C(=O)N1CC(CC1)N(C)C)C1=CC=CC=C1